(4-methoxy-3-nitrophenoxy)bicyclo[2.2.1]heptane COC1=C(C=C(OC23CCC(CC2)C3)C=C1)[N+](=O)[O-]